FC1=CC=CC2=C1CN(C1=C(OCC2)C=C(C=2N1C=NN2)C=2C(=NC=CC2)C)C(=O)OC(C)(C)C tert-butyl 12-fluoro-4-(2-methylpyridin-3-yl)-8,13-dihydro-[1,2,4]triazolo[4',3':1,6]pyrido[3,2-b]benzo[f][1,4]oxazonine-14(7H)-carboxylate